FC1=CC2=C(OCOC2)C(=C1)CNC(=O)C=1C(N(C(=C(C1)C1=CC=CC=C1)C)C1=CC(=CC=C1)C(F)(F)F)=O N-[(6-fluoro-4H-1,3-benzodioxin-8-yl)methyl]-6-methyl-2-oxo-5-phenyl-1-[3-(trifluoromethyl)phenyl]-1,2-dihydropyridine-3-carboxamide